OC[C@@H](CC(C)C)NC1=NC(=NC(=N1)C[C@H](C)C=1C=NC(=C(C1)C)OC)NS(=O)(=O)C N-(4-(((R)-1-hydroxy-4-methylpent-2-yl)amino)-6-((S)-2-(6-methoxy-5-methylpyridin-3-yl)propyl)-1,3,5-triazin-2-yl)methanesulfonamide